C1(CC1)C(=O)N1C2CN(CC1CC2)C2=NC=NN1C2=CC(=C1)C=1C=NN(C1)[C@@H]1COCC1 cyclopropyl-(3-(6-(1-((S)-tetrahydrofuran-3-yl)-1H-pyrazol-4-yl)pyrrolo[2,1-f][1,2,4]triazin-4-yl)-3,8-diazabicyclo[3.2.1]oct-8-yl)methanone